Ethyl-1-(4-chloro-2-((3-methyl-1-((2-(trimethylsilyl)ethoxy)methyl)-1H-pyrazol-4-yl)amino)pyrimidin-5-yl)cyclopropane-1-carboxylate C(C)OC(=O)C1(CC1)C=1C(=NC(=NC1)NC=1C(=NN(C1)COCC[Si](C)(C)C)C)Cl